(2R,3S,5R)-5-(6-amino-2-fluoro-9H-purin-9-yl)-2-ethynyl-2-(((2-((palmitoyloxy)methyl)benzoyl)oxy)methyl)tetrahydrofuran-3-yl 2-((palmitoyloxy)methyl)benzoate C(CCCCCCCCCCCCCCC)(=O)OCC1=C(C(=O)O[C@@H]2[C@](O[C@H](C2)N2C3=NC(=NC(=C3N=C2)N)F)(COC(C2=C(C=CC=C2)COC(CCCCCCCCCCCCCCC)=O)=O)C#C)C=CC=C1